7-formyl-N-(5-methylpyridin-2-yl)-3,4-dihydro-1,8-naphthyridine-1(2H)-carboxamide C(=O)C1=CC=C2CCCN(C2=N1)C(=O)NC1=NC=C(C=C1)C